trimethylphenyl-ammonium chloride [Cl-].C[N+](C1=CC=CC=C1)(C)C